tert-butyl (R)-6-((5-((1-(2-methyl-3-(trifluoromethyl)phenyl)ethyl)carbamoyl)-2-oxo-1-(tetrahydro-2H-pyran-4-yl)-1,2-dihydropyridin-4-yl)amino)-2-azaspiro[3.3]heptane-2-carboxylate CC1=C(C=CC=C1C(F)(F)F)[C@@H](C)NC(=O)C=1C(=CC(N(C1)C1CCOCC1)=O)NC1CC2(CN(C2)C(=O)OC(C)(C)C)C1